NC1=C2N=CN(C2=NC(=N1)F)[C@H]1C[C@@H]([C@@](O1)(C#C)CO[P@](=O)(OC1=CC=CC=C1)N[C@@H](CC1=CC=CC=C1)C(=O)OCC(CC)CC)OC(=O)OCCCCCCCCC 2-Ethylbutyl ((S)-(((2R,3S,5R)-5-(6-amino-2-fluoro-9H-purin-9-yl)-2-ethynyl-3-(((nonyloxy)carbonyl)oxy)tetrahydro-furan-2-yl)methoxy)(phenoxy)phosphoryl)-L-phenylalaninate